methyl 4-bromo-3,5-dimethoxy-2-nitrobenzoate BrC1=C(C(=C(C(=O)OC)C=C1OC)[N+](=O)[O-])OC